FC=1C(=C2C(=NC(=NN2C1)N[C@H]1[C@H](CN(CC1)C)F)OC)C=1C=CC2=C(N(N=N2)C[C@@H](C)F)C1 6-fluoro-N-((3S,4R)-3-fluoro-1-methylpiperidin-4-yl)-5-(1-((R)-2-fluoropropyl)-1H-benzo[d][1,2,3]triazol-6-yl)-4-methoxypyrrolo[2,1-f][1,2,4]triazin-2-amine